1,4-bis(dimethylsilyl)butane C[SiH](CCCC[SiH](C)C)C